N1=CC(=CC=C1)C(=O)NC1=CC2=NC3=C(C=CC=C3C2=CC=C1)N(CC)CC 7-(3-pyridinoyl)amino-4-(diethyl)aminocyclohepta[7,6-b]indole